[P].[Ge].[K] potassium germanium phosphorus